N-(4,6-dimethylpyrimidin-2-yl)-N-methylacetamide CC1=NC(=NC(=C1)C)N(C(C)=O)C